IC1=CC=NC(=C1)N1CCOCC1 4-iodo-6-morpholinopyridin